CN1CCN(CC1)CCOC1=CC=C(C=C1)C1=CC=2C(=NC=C(C2)C=2C=C(SC2)C(=O)NCC(F)(F)F)N1 4-(2-(4-(2-(4-methylpiperazin-1-yl)ethoxy)phenyl)-1H-pyrrolo[2,3-b]pyridin-5-yl)-N-(2,2,2-trifluoroethyl)thiophene-2-carboxamide